C(=C)C1=CC=C(C=C1)COC1=CC=C(C=C1)C1(C2=CC(=CC=C2C=2C=CC(=CC12)N(C1=CC=CC=C1)C1=CC=CC2=CC=CC=C12)N(C1=CC=CC=C1)C1=CC=CC2=CC=CC=C12)C1=CC=C(C=C1)OCC1=CC=C(C=C1)C=C 9,9-bis[4-[(4-vinylphenyl)methoxy]phenyl]-N2,N7-bis-1-naphthyl-N2,N7-diphenyl-9H-fluorene-2,7-diamine